C(C)(C)(C)OC(=O)N1C[C@H](N(CC1)C1=C(C=C(C=C1)[N+](=O)[O-])F)CO (S)-4-(2-fluoro-4-nitrophenyl)-3-(hydroxymethyl)piperazine-1-carboxylic acid tert-butyl ester